ClC1=NC=C(C(=O)NC([2H])([2H])[2H])C(=C1)NC1=CSC=2C=NN(C(C21)=O)CC2C(C2)(F)F 6-Chloro-4-((5-((2,2-difluorocyclopropyl)methyl)-4-oxo-4,5-dihydrothieno[2,3-d]pyridazin-3-yl)amino)-N-(methyl-d3)nicotinamide